(5S)-2-[(6-Chloropyridin-3-yl)methyl]-3-oxo-2,5,6,7-tetrahydro-3H-pyrrolo[2,1-c][1,2,4]triazol ClC1=CC=C(C=N1)CN1N=C2N(C1=O)CCC2